N-(1''-(3-(piperidin-1-ylsulfonyl)benzoyl)dispiro[cyclopropane-1,1'-cyclohexane-4',3''-indolin]-5''-yl)methanesulfonamide N1(CCCCC1)S(=O)(=O)C=1C=C(C(=O)N2CC3(C4=CC(=CC=C24)NS(=O)(=O)C)CCC2(CC3)CC2)C=CC1